4-[4-(3-methoxypropyl)-2,5-dioxoimidazolidin-4-yl]benzoic acid COCCCC1(NC(NC1=O)=O)C1=CC=C(C(=O)O)C=C1